FC=1C=C(C=CC1)C1=CC[C@@H](CN1C(=O)OC(C)(C)C)C |r| tert-butyl rac-(3S)-6-(3-fluorophenyl)-3-methyl-3,4-dihydro-2H-pyridine-1-carboxylate